N-(2-cyano-3'-methoxybiphenyl-3-yl)-4,5,6,7-tetrahydrothiazolo[5,4-c]pyridine-2-carboxamide C(#N)C1=C(C=CC=C1NC(=O)C=1SC=2CNCCC2N1)C1=CC(=CC=C1)OC